N[C@H]1CN(CC1)CCCOCCCNC(=O)C1CCC(CC1)NC(C1=CN=C(C=C1NC(C)C)N1C=CC=2C1=NC=C(C2)C#N)=O N-((1R,4r)-4-((3-(3-((R)-3-aminopyrrolidin-1-yl)propoxy)propyl)carbamoyl)-cyclohexyl)-6-(5-cyano-1H-pyrrolo[2,3-b]pyridin-1-yl)-4-(isopropylamino)nicotinamide